NC(C(=O)[O-])CCSC.[Na+] Sodium 2-amino-4-methylsulfanyl-butyrate